NCCN(C(OC(C)(C)C)=O)CCO tert-butyl N-(2-aminoethyl)-N-(2-hydroxyethyl)carbamate